COC1=C(C=C(C=C1)COCCOC(C)C)B(O)O (2-METHOXY-5-([2-(PROPAN-2-YLOXY)ETHOXY]METHYL)PHENYL)BORANEDIOL